C1(CCCCC1)N(C(CN1CC2=C(N=C(NC2=O)N2CCCC2)CC1)=O)C N-cyclohexyl-N-methyl-2-(4-oxo-2-(pyrrolidin-1-yl)-3,5,7,8-tetrahydropyrido[4,3-d]pyrimidin-6(4H)-yl)acetamide